1-(4-fluoro-2-(trifluoromethyl)phenyl)-5-(trifluoromethyl)-1H-pyrazole-4-carboxamide FC1=CC(=C(C=C1)N1N=CC(=C1C(F)(F)F)C(=O)N)C(F)(F)F